CN1[C@@H]([C@H](CC1=O)C(=O)NCCCCOCCCCCCCCOCCCCC(=O)OCC1=CC=CC=C1)C=1C=NC=CC1 benzyl 5-((8-(4-((2S,3S)-1-methyl-5-oxo-2-(pyridin-3-yl)pyrrolidine-3-carboxamido)butoxy)octyl)oxy)pentanoate